CCCCCCCCCCCCCCCC(=O)O[C@H](CO)COP(=O)(O)OCCN The molecule is a 2-acyl-sn-glycero-3-phosphoethanolamine in which the acyl group is specified as hexadecanoyl (palmitoyl). It has a role as a plant metabolite. It is a lysophosphatidylethanolamine 16:0 and a 2-acyl-sn-glycero-3-phosphoethanolamine. It derives from a hexadecanoic acid. It is a tautomer of a 2-hexadecanoyl-sn-glycero-3-phosphoethanolamine zwitterion.